tetrahydro-1H-1λ4-thiophen-1-imine 1-oxide S1(CCCC1)(=N)=O